4-[(3S)-3-tert-butylpiperazin-1-yl]-5-fluoro-2-(4-pyridinyl)-1H-pyrimidin-6-one C(C)(C)(C)[C@H]1CN(CCN1)C=1N=C(NC(C1F)=O)C1=CC=NC=C1